2-(2-((7-(3-(aminomethyl)phenyl)benzo[b]thiophen-2-yl)methoxy)phenyl)acetic acid NCC=1C=C(C=CC1)C1=CC=CC2=C1SC(=C2)COC2=C(C=CC=C2)CC(=O)O